(4aS,8aR)-7-(5-cyclohexylthiazol-2-yl)-8-oxooctahydro-2,7-naphthyridine-2(1H)-carbonitrile C1(CCCCC1)C1=CN=C(S1)N1CC[C@@H]2CCN(C[C@@H]2C1=O)C#N